C12COCC(CC1)N2C2=CC(=C(C=O)C=C2)F 4-(3-oxa-8-azabicyclo[3.2.1]oct-8-yl)-2-fluorobenzaldehyde